3-(2-Fluoro-3-(4-methylpiperazin-1-yl)phenyl)-5-(2-fluoro-6-methoxyphenyl)-1H-pyrazolo[4,3-c]pyridazin-6(5H)-on FC1=C(C=CC=C1N1CCN(CC1)C)C1=NNC=2C1=NN(C(C2)=O)C2=C(C=CC=C2OC)F